N-(1-methyl-1H-tetrazol-5-yl)-2-(((2-oxo-3-(prop-2-yn-1-yl)oxazolidin-5-yl)methoxy)methyl)-6-(trifluoromethyl)nicotinamide CN1N=NN=C1NC(C1=C(N=C(C=C1)C(F)(F)F)COCC1CN(C(O1)=O)CC#C)=O